4-((5-fluoro-2-oxo-2,3-dihydro-1H-benzo[d]imidazol-1-yl)methyl)piperidine-1-carboxylic acid tert-butyl ester C(C)(C)(C)OC(=O)N1CCC(CC1)CN1C(NC2=C1C=CC(=C2)F)=O